N[C@@H](CC(C)C)C(=O)C(C)O leucyl-ethanol